N1(C=NC=C1)C(=O)N1CC(C(=CC1)C1=C2C(=NC(=C1)NC(=O)C1CC1)NC=C2)C N-(4-(1-(1H-imidazole-1-carbonyl)-3-methyl-1,2,3,6-tetrahydropyridin-4-yl)-1H-pyrrolo[2,3-b]pyridin-6-yl)cyclopropylcarboxamide